((2R,3S,5R)-3-acetoxy-5-(6-iodo-9H-purin-9-yl)tetrahydrofuran-2-yl)methyl acetate C(C)(=O)OC[C@H]1O[C@H](C[C@@H]1OC(C)=O)N1C2=NC=NC(=C2N=C1)I